1-(3-chlorobenzyl)-N-((3S,4S)-3-methylpiperidin-4-yl)cyclopropane-1-carboxamide TFA salt OC(=O)C(F)(F)F.ClC=1C=C(CC2(CC2)C(=O)N[C@@H]2[C@H](CNCC2)C)C=CC1